(E)-ethyl 4-((4-methyl-5-phenylthiazol-2-yl)amino)-4-oxobut-2-enoate CC=1N=C(SC1C1=CC=CC=C1)NC(/C=C/C(=O)OCC)=O